(S)-4-(8-Amino-3-(1-but-2-ynoylpiperidin-2-yl)imidazo[1,5-a]pyrazin-1-yl)-N-(pyrimidin-4-yl)benzamide NC=1C=2N(C=CN1)C(=NC2C2=CC=C(C(=O)NC1=NC=NC=C1)C=C2)[C@H]2N(CCCC2)C(C#CC)=O